ClC1=CC=C(C=C1)NC(NCCC=1C=NC=CC1)=O 3-(4-Chlorophenyl)-1-[2-(pyridin-3-yl)ethyl]urea